((3-exo)-3-((8-((5-methyl-1H-pyrazol-3-yl)amino)imidazo[1,2-a]pyrazin-6-yl)amino)-8-azabicyclo[3.2.1]octan-8-yl)propionitrile CC1=CC(=NN1)NC=1C=2N(C=C(N1)NC1CC3CCC(C1)N3C(C#N)C)C=CN2